C(C=CC=CC)=O Hexadien-1-one